CC1=C(C=CC=C1C)NC1CCN(CC1)C(CNC(=O)C1=NNC(=C1)C1=CC=CC=C1)=O 5-Phenyl-1H-pyrazole-3-carboxylic acid {2-[4-(2,3-dimethyl-phenylamino)-piperidin-1-yl]-2-oxoethyl}-amide